5-chloro-3-isopropyl-N-{[2-(2-methylpyrazol-3-yl)pyridin-3-yl]methyl}-2H-pyrazolo[4,3-d]pyrimidin-7-amine ClC=1N=C(C=2C(N1)=C(NN2)C(C)C)NCC=2C(=NC=CC2)C=2N(N=CC2)C